ClCC1=CC=C(C=C1)NC1=NC=C(C(=N1)NCC=1C(=NC=CC1)N(S(=O)(=O)C)C)C(F)(F)F N-[3-({[2-{[4-(chloromethyl)phenyl]amino}-5-(trifluoromethyl)pyrimidin-4-yl]amino}methyl)pyridin-2-yl]-N-methylmethane-sulfonamide